bis-(tert-butylphenyl)iodonium triflate [O-]S(=O)(=O)C(F)(F)F.C(C)(C)(C)C1=C(C=CC=C1)[I+]C1=C(C=CC=C1)C(C)(C)C